FC(OC=1C=C(C=CC1F)C=1C=C2C(=NC1)C=NN2CC=2OC(=NN2)C)F 2-[[6-[3-(Difluoromethoxy)-4-fluoro-phenyl]pyrazolo[4,3-b]pyridin-1-yl]methyl]-5-methyl-1,3,4-oxadiazole